6-(4-(4-(dimethylcarbamoyl)piperazin-1-yl)phenyl)-N-(4-hydroxybicyclo[2.2.2]oct-1-yl)pyrazine-2-carboxamide CN(C(=O)N1CCN(CC1)C1=CC=C(C=C1)C1=CN=CC(=N1)C(=O)NC12CCC(CC1)(CC2)O)C